4-[(Phenylsulfonyl)hydrazinylidene]-benzoic acid C1(=CC=CC=C1)S(=O)(=O)NN=C1CC=C(C(=O)O)C=C1